1,3-bis(3-glycidoxypropyl)-1,1,3,3-tetramethyl-disiloxane C(C1CO1)OCCC[Si](O[Si](C)(C)CCCOCC1CO1)(C)C